CS(=O)(=O)C1=NC(=CC(=N1)C=1NC=CC1)C(F)(F)F 2-(methylsulfonyl)-4-(1H-pyrrol-2-yl)-6-(trifluoromethyl)-pyrimidine